O=C1NN=C(C(N1)=O)C#N 3,5-dioxo-2,3,4,5-tetrahydro-1,2,4-triAzine-6-carbonitrile